2-((4,4-difluoro-4,5,6,7-tetrahydropyrazolo[1,5-a]pyridin-2-yl)amino)-1-methyl-6-((4-(methylamino)pyrazolo[1,5-a]pyrazin-3-yl)oxy)-1H-imidazo[4,5-b]pyridine-7-carbonitrile FC1(C=2N(CCC1)N=C(C2)NC=2N(C=1C(=NC=C(C1C#N)OC=1C=NN3C1C(=NC=C3)NC)N2)C)F